(S)-N-((S)-1-cyclohexyl-2-((S)-4-(6-methoxy-1-methyl-1H-indole-2-carbonyl)-2-methylpiperazin-1-yl)-2-oxoeth-yl)-2-(methylamino)propanamide C1(CCCCC1)[C@@H](C(=O)N1[C@H](CN(CC1)C(=O)C=1N(C2=CC(=CC=C2C1)OC)C)C)NC([C@H](C)NC)=O